N-(3-methoxybenzyl)-4-((2-(3-methoxybenzyloxy)ethoxy)methyl)-N-(quinolin-7-ylmethyl)aniline COC=1C=C(CN(C2=CC=C(C=C2)COCCOCC2=CC(=CC=C2)OC)CC2=CC=C3C=CC=NC3=C2)C=CC1